(2Z,2'E)-2,2'-(1-(pyridin-2-yl)ethane-1,2-diylidene)bis(N-ethylhydrazine-1-carbothioamide) N1=C(C=CC=C1)\C(\C=N\NC(NCC)=S)=N/NC(NCC)=S